[C@H]12CC(C[C@H](CC1)N2)NC=2C=1C=CC(=NC1C=C(N2)NC2=NNC(=C2)C)CN2CCOCC2 N5-((1R,3s,5S)-8-azabicyclo[3.2.1]octan-3-yl)-N7-(5-methyl-1H-pyrazol-3-yl)-2-(morpholinomethyl)-1,6-naphthyridine-5,7-diamine